ClC1=CC(=C(C=C1)[C@@H]1OC2=C(OC1)C=CC=C2C2CCN(CC2)CC=2N(C(=CN2)C=O)C[C@H]2OCC2)F 2-((4-((S)-3-(4-chloro-2-fluorophenyl)-2,3-dihydrobenzo[b][1,4]dioxin-5-yl)piperidin-1-yl)methyl)-1-(((S)-oxetan-2-yl)methyl)-1H-imidazole-5-carbaldehyde